O=C1C=C(C=NN1)C(=O)OCC ethyl 6-oxo-1H-pyridazine-4-carboxylate